C(C)OC(C(C(=O)OCC)=CC1=CC=C(C=C1)OCC)=O 4-ethoxybenzylidene-malonic acid diethyl ester